3-(2-(1,3-dioxaindole-2-yl)ethyl)-5-methoxy-1H-indole-2-carboxylic acid ethyl ester C(C)OC(=O)C=1NC2=CC=C(C=C2C1CCC1OC2=CC=CC=C2O1)OC